racemic-3-(((4-(4-(trifluoromethyl)phenyl)phthalazin-1-yl)amino)methyl)tetrahydrofuran-3-ol FC(C1=CC=C(C=C1)C1=NN=C(C2=CC=CC=C12)NC[C@]1(COCC1)O)(F)F |r|